6-{[(1R)-1-(4-chlorophenyl)-7-fluoro-1-(cis-3-hydroxycyclobutoxy)-5-(1-methyl-1H-pyrazole-4-carbonyl)-3-oxo-2,3-dihydro-1H-isoindol-2-yl]methyl}pyridine-3-carbonitrile ClC1=CC=C(C=C1)[C@@]1(N(C(C2=CC(=CC(=C12)F)C(=O)C=1C=NN(C1)C)=O)CC1=CC=C(C=N1)C#N)O[C@@H]1C[C@@H](C1)O